C1(CC1)N1CCN(CC1)C1=NC=C(C=N1)C=1C(=CC(=C(C1)NC(=O)C1=CN(C(C=C1C(F)(F)F)=O)C)N1C[C@H](N(CC1)C)C)F |r| N-[5-[2-(4-cyclopropylpiperazin-1-yl)pyrimidin-5-yl]-4-fluoro-2-[rac-(3R)-3,4-dimethylpiperazin-1-yl]phenyl]-1-methyl-6-oxo-4-(trifluoromethyl)pyridine-3-carboxamide